C(C)C(C(=O)O)CCCCCCCCCCCCCCCCCC ethyl-eicosanoic acid